di-t-butyl azobisformate N(=NC(=O)OC(C)(C)C)C(=O)OC(C)(C)C